ClC1=C(C=CC(=C1)F)C1=CC(OC2=CC(=CC=C12)NC(OCC)=O)=O ethyl N-(4-(2-chloro-4-fluorophenyl)-2-oxo-2H-chromen-7-yl)carbamate